dimethyl-ethyl-laurylammonium ethyl-sulfate 2'-O-methyl-5'-deoxyguanosine-3'-phosphate P(=O)([O-])([O-])O[C@H]1[C@H]([C@@H](O[C@@H]1C)N1C=NC=2C(=O)NC(N)=NC12)OC.C(C)OS(=O)(=O)[O-].C[N+](CCCCCCCCCCCC)(CC)C.C[N+](C)(CC)CCCCCCCCCCCC.C[N+](C)(CC)CCCCCCCCCCCC